C(C)C1(CC(CC(C1)(C)C)NC(C1=C(C(=CC=C1)NC=O)O)=O)C N-(3-Ethyl-3,5,5-trimethyl-cyclohexyl)-3-formylamino-2-hydroxy-benzamid